FC1=C(C=C(C=C1)F)C1=NC=NC(=C1N)N1CC(CC1)(F)F 4-(2,5-difluorophenyl)-6-(3,3-difluoro-pyrrolidin-1-yl)pyrimidin-5-amine